CC12NC=3C=CC(=CC3C=C1CCC2)C 3a,7-Dimethyl-2,3,3a,4-tetrahydro-1H-cyclopenta[b]quinoline